CC(=C)[C@@H](C=C)O (R)-2-methyl-1,4-pentadiene-3-ol